(2R,3S,4S,5R)-3-[2-[2-[(3aS,6aR)-1,3,3a,4,6,6a-hexahydrofuro[3,4-c]pyrrol-5-yl]ethoxy]-3,4-difluoro-phenyl]-4,5-dimethyl-5-(trifluoromethyl)tetrahydrofuran-2-carboxylic acid C1OC[C@H]2[C@@H]1CN(C2)CCOC2=C(C=CC(=C2F)F)[C@H]2[C@@H](O[C@]([C@H]2C)(C(F)(F)F)C)C(=O)O